ClC=1C(=CC(=NC1)NC(=O)C1CCN(CC1)CC1=CC(=CC=C1)C1C(NC(CC1)=O)=O)C1=C2N(N=C1)CC(C2)(C)C N-(5-chloro-4-(5,5-dimethyl-5,6-dihydro-4H-pyrrolo[1,2-b]pyrazol-3-yl)pyridin-2-yl)-1-(3-(2,6-dioxopiperidin-3-yl)benzyl)piperidine-4-carboxamide